C[C@H]1C[C@H](CN(C1)C1=C2C=CC=NC2=C(N=C1)C)N (3R,5S)-5-methyl-1-(8-methyl-1,7-naphthyridin-5-yl)piperidin-3-amine